6-(4-fluorophenyl)-2-(3-(trifluoromethyl)benzyl)pyridazin-3(2H)-one FC1=CC=C(C=C1)C=1C=CC(N(N1)CC1=CC(=CC=C1)C(F)(F)F)=O